BrC=1C(=NC=C(C(=O)O)C1)C 5-bromo-6-methyl-nicotinic acid